C1=CC(=CC=2OC3=CC(=CC=C3NC12)N)N 10H-phenoxazine-3,7-diamine